OCCCCC1=C2CN(C(C2=CC=C1)=O)C1C(NC(CC1)=O)=O 3-(4-(4-hydroxybutyl)-1-oxoisoindolin-2-yl)piperidine-2,6-dione